C1(=CC=CC=C1)C(CSCC(=CC1=CC=C(C=C1)C)C1=CC=CC=C1)=CC1=CC=C(C=C1)C 2-phenyl-3-(4-methylphenyl)allylsulfide